C1(CCCCC1)SC=1C=C2C=CC=C(C2=CC1)C=1C=C2C=CNC(C2=CC1)=O 6-(6-(cyclohexylthio)naphthalen-1-yl)isoquinolin-1(2H)-one